CN1N=C(C=C1)C1=CC=C(C=C1)C1CN(C1)C(=O)N1C[C@@H]2[C@@H](OCC(N2)=O)CC1 (4aR,8aS)-6-[3-[4-(1-methylpyrazol-3-yl)phenyl]azetidine-1-carbonyl]-4,4a,5,7,8,8a-hexahydropyrido[4,3-b][1,4]oxazin-3-one